C(O)(O)=O.N1=C(C=CC=C1)C1=NC=CC=C1 bipyridine carbonate